NC=1C=CC2=C(N(C(N2)=O)C)C1 6-amino-1-methyl-1,3-dihydro-2H-benzo[d]imidazol-2-one